C(CCCCCCC)C=C(C(=O)O)CCCCCCCCCC.C(C=C)(=O)OC(CCCCCCCCC)CCCCCCCC octyldecyl acrylate (octyldecylacrylate)